CCCCCCCCCCCCCCCCCCCCCCCCCC Hexacosane